N-(1-Cyanocyclopropyl)-4-[[2-[2-deuterio-6-fluoro-3-hydroxy-4-[2,2,2-trideuterio-1,1-bis(trideuteriomethyl)ethyl]phenyl]acetyl]amino]pyridine-2-carboxamide C(#N)C1(CC1)NC(=O)C1=NC=CC(=C1)NC(CC1=C(C(=C(C=C1F)C(C([2H])([2H])[2H])(C([2H])([2H])[2H])C([2H])([2H])[2H])O)[2H])=O